4-(pyrimidine-4-yl)pyrazole N1=CN=C(C=C1)C=1C=NNC1